7-((4-(2-methyl-6-(methylcarbamoyl)pyridin-3-yl)piperazin-1-yl)methyl)-1-methylpyrrolo[1,2-a]quinoxalin-4(5H)-one CC1=NC(=CC=C1N1CCN(CC1)CC=1C=C2NC(C=3N(C2=CC1)C(=CC3)C)=O)C(NC)=O